C(#N)C(C(=O)NC([O-])=O)=NNC1=CC(=C(C(=C1)Cl)OC1=CN(C(C=C1)=O)CC1CCOCC1)Cl (2-cyano-2-(2-(3,5-dichloro-4-((6-oxo-1-((tetrahydro-2H-pyran-4-yl)methyl)-1,6-dihydropyridin-3-yl)oxy)phenyl)hydrazono)acetyl)carbamate